(R)-3,3'-bis(4,4''-dimethoxy-[1,1':3',1''-terphenyl]-5'-yl)-2,2'-bis(methoxymethoxy)-1,1'-binaphthalene COC1=CC=C(C=C1)C1=CC(=CC(=C1)C=1C(=C(C2=CC=CC=C2C1)C1=C(C(=CC2=CC=CC=C12)C=1C=C(C=C(C1)C1=CC=C(C=C1)OC)C1=CC=C(C=C1)OC)OCOC)OCOC)C1=CC=C(C=C1)OC